2-amino-5-(4-(2-hydroxy-2-(3-(trifluoromethyl)phenyl)acetamido)-2-methyl-phenyl)-N-isopropylnicotinamide NC1=C(C(=O)NC(C)C)C=C(C=N1)C1=C(C=C(C=C1)NC(C(C1=CC(=CC=C1)C(F)(F)F)O)=O)C